C(C)OC(CC1=C(C=CC=C1)OCC=1C=C(C2=C(C(=CO2)F)C1)C1=C(C(=CC=C1)CN)F)=O.O1C(=CC=C1)CCSCCSCCC=1OC=CC1 1,2-bis(2-(furan-2-yl)ethylthio)ethane ethyl-2-(2-((7-(3-(aminomethyl)-2-fluorophenyl)-3-fluorobenzofuran-5-yl)methoxy)phenyl)acetate